C12(CNCCCC2C1)CO 3-azabicyclo[5.1.0]octan-1-ylmethanol